ClC=1C=C(OC2CCC(CC2)NC(=O)C2=CC=C(N=N2)N2CCC(CC2)C(=O)N2CCN(CC2)C(=O)OC=2N3C=C4C(N=C5C=CC=CC5=C4)=C3C=CC2)C=CC1C#N indolizino[1,2-b]quinolin-9-yl 4-(1-(6-(((1r,4r)-4-(3-chloro-4-cyanophenoxy)cyclohexyl)carbamoyl)pyridazin-3-yl)piperidine-4-carbonyl)piperazine-1-carboxylate